6-fluoro-2-methylimidazo[1,2-a]pyridin FC=1C=CC=2N(C1)C=C(N2)C